bis(2,2,3,3,3-pentafluoro n-propyl) ether FC(COCC(C(F)(F)F)(F)F)(C(F)(F)F)F